CC(CS(=O)(=O)[O-])C.[Na+] sodium 2-methylpropanesulfonate